N-[1-(dicyclopropylmethyl)-2-[[6-(3,5-dimethyl-1H-pyrazol-4-yl)-5-fluoro-3-pyridyl]amino]-2-oxo-ethyl]-2-ethyl-pyrazole-3-carboxamide C1(CC1)C(C(C(=O)NC=1C=NC(=C(C1)F)C=1C(=NNC1C)C)NC(=O)C=1N(N=CC1)CC)C1CC1